COC1=C(N)C=CC=C1C1=NC=C(C=N1)C1COCC1 2-methoxy-3-(5-(tetrahydrofuran-3-yl)pyrimidin-2-yl)aniline